FC1=C(C=CC=C1F)C1(CN(C(C2=C1N=C(N=C2)NC2CN(C2)C(CN2CCCC2)=O)=O)C2=CC=CC=C2)C 8-(2,3-Difluorophenyl)-8-methyl-6-phenyl-2-({1-[(pyrrolidin-1-yl)acetyl]azetidin-3-yl}amino)-7,8-dihydropyrido[4,3-d]pyrimidin-5(6H)-one